C1(C=CC2=CC=CC=C12)CCC1C=CC2=CC=CC=C12 1,2-bis-indenyl-ethane